Br\C(\C(=O)OCC)=N/NCCCO ethyl (Z)-2-bromo-2-(2-(3-hydroxypropyl)hydrazono)acetate